2-chloro-4-phenyl-6-(spiro[cyclohexane-1,9'-fluoren]-3'-yl)pyrimidine ClC1=NC(=CC(=N1)C1=CC=CC=C1)C=1C=CC=2C3(C4=CC=CC=C4C2C1)CCCCC3